tert-butyl N-(3-{[(tert-butoxy)carbonyl]({2-[(4-{[6-(5-chloro-2-fluorophenyl)pyridazin-4-yl] amino}quinolin-7-yl)oxy]ethyl})amino}propyl)carbamate C(C)(C)(C)OC(=O)N(CCCNC(OC(C)(C)C)=O)CCOC1=CC=C2C(=CC=NC2=C1)NC1=CN=NC(=C1)C1=C(C=CC(=C1)Cl)F